C(C)OC1=CC=C(C=C1)CC(=O)C1=CC(=C(C(=C1)OC)OC)OC (4-ethoxyphenyl)-1-(3,4,5-trimethoxyphenyl)ethan-1-one